C(C)(C)C1=CC=CO1 5-isopropylfuran